butyl 2-(5-((2-(dibenzo[b,d]furan-2-yl)propan-2-yl)amino)-2-(2-fluorophenyl)-6-oxopyrimidin-1(6H)-yl)acetate C1=C(C=CC=2OC3=C(C21)C=CC=C3)C(C)(C)NC3=CN=C(N(C3=O)CC(=O)OCCCC)C3=C(C=CC=C3)F